C(C)(C)(C)OC(=O)N1C=NC2=C1C=C(C(=C2)OC)Br 3-tert-Butoxycarbonyl-5-bromo-6-methoxy-benzoimidazole